C(CCC)N1N=C(C=C1C(F)(F)F)N 1-butyl-5-(trifluoromethyl)-1H-pyrazol-3-amine